NC=1C2=C(SC1C(=O)N1CCC(CC1)(F)F)C(=CC=C2)C=2C=C1CN(C(C1=CC2)=O)C 5-(3-amino-2-(4,4-difluoropiperidine-1-carbonyl)benzo[b]thiophen-7-yl)-2-methylisoindol-1-one